BrC=1C=2N(C=C(C1)I)C=CN2 8-bromo-6-iodoimidazolo[1,2-a]pyridin